N,N-dimethyl-dodecyl-methyl-ammonium chloride [Cl-].C[N+](C)(C)CCCCCCCCCCCC